NC=1SC2=C(N1)C(N(C2)C(=O)OC(C)(C)C)C tert-butyl 2-amino-4-methyl-4,6-dihydro-5H-pyrrolo[3,4-d]thiazole-5-carboxylate